3-(2-BROMO-4-CHLORO-5-METHOXYPHENYL)-1-(OXAN-2-YL)-1H-PYRAZOLE BrC1=C(C=C(C(=C1)Cl)OC)C1=NN(C=C1)C1OCCCC1